(2R,3R,4R,5R)-5-(2-chloro-6-(isopropylamino)-9H-purin-9-yl)-2-(((1-ethoxy-1-oxo-2-(thiazol-4-yl)-3-(thiophen-3-yl)propan-2-yl)oxy)methyl)-3-ethynyltetra-hydrofuran-3,4-diyl diacetate C(C)(=O)O[C@@]1([C@H](O[C@H]([C@@H]1OC(C)=O)N1C2=NC(=NC(=C2N=C1)NC(C)C)Cl)COC(C(=O)OCC)(CC1=CSC=C1)C=1N=CSC1)C#C